IC1=C(C=C(C(=O)OC)C=C1)NC(C(F)(F)F)=O methyl 4-iodo-3-[(2,2,2-trifluoroacetyl)amino]benzoate